OC1C(CCCC1)NC1=NN=C(C2=CC=CC=C12)C1=C(C=C(C=C1)C(F)(F)F)O 2-(4-((2-hydroxycyclohexyl)amino)phthalazin-1-yl)-5-(trifluoromethyl)phenol